bis(3-methoxysulfonylphenyl)iodonium hexafluorophosphate F[P-](F)(F)(F)(F)F.COS(=O)(=O)C=1C=C(C=CC1)[I+]C1=CC(=CC=C1)S(=O)(=O)OC